ClC1=C(C=CC=C1)Cl 1,2-di-chlorobenzene